CC1=C(CC(N)C)C2=CC=CC=C2N1 2,alpha-Dimethyl-tryptamine